tetrahydrofuran-3-yl 2-[4-[3-[3,5-dimethoxy-4-(2,2,2-trifluoroethyl-carbamoyl)phenyl] imidazo[1,2-a]pyridin-7-yl]pyrazol-1-yl]acetate COC=1C=C(C=C(C1C(NCC(F)(F)F)=O)OC)C1=CN=C2N1C=CC(=C2)C=2C=NN(C2)CC(=O)OC2COCC2